FC(C(=O)O)(F)F.ClC1=C(C=CC=C1[C@]1(NC(N(C(C1)=O)C1CCC(CC1)(F)F)=N)C)NC(C1=CC(=CC=C1)C#N)=O N-{2-Chloro-3-[(4S)-1-(4,4-difluorocyclohexyl)-2-imino-4-methyl-6-oxohexahydro-pyrimidin-4-yl]phenyl}-3-cyanobenzamide Trifluoroacetic Acid Salt